COC(C1=C(N=C(C=C1)C(F)(F)F)Cl)=O 2-chloro-6-(trifluoromethyl)nicotinic acid methyl ester